BrC=1C=C2CCC(C2=CC1)(N)[2H] 5-bromo-2,3-dihydro-1H-inden-d-amine